3-(1-cyclopropyl-2-(ethoxy(methyl)phosphoryl)ethyl)phenyl 5-((diisopropylamino)methyl)-4-(5-fluoro-2-methoxypyridin-4-yl)-2-methylbenzoate C(C)(C)N(C(C)C)CC=1C(=CC(=C(C(=O)OC2=CC(=CC=C2)C(CP(=O)(C)OCC)C2CC2)C1)C)C1=CC(=NC=C1F)OC